C(C)(C)(C)OC(=O)NCCC=1C=C(C(=O)N2CCN(CC2)C(=O)C=2C=C(C(=NC2)O[C@@H]2CN(CC2)C(=O)OC(C)(C)C)C2=CC=C(C=C2)F)C=C(C1)F tert-butyl (S)-3-((5-(4-(3-(2-((tert-butoxycarbonyl)amino)ethyl)-5-fluorobenzoyl)piperazine-1-carbonyl)-3-(4-fluorophenyl)pyridin-2-yl)oxy)pyrrolidine-1-carboxylate